C(C)(C)(C)OC([C@H](CC1=CC(=CC=C1)C=O)[C@@H]1CN(CC1)C(=O)OC(C)(C)C)=O tert-butyl (R)-3-((R)-1-(tert-butoxy)-3-(3-formylphenyl)-1-oxopropan-2-yl)pyrrolidine-1-carboxylate